OC1=C(C=C(CO)C=C1)C(F)(F)F 4-hydroxy-3-(trifluoromethyl)benzyl alcohol